3-(1-methyl-1H-pyrazol-4-yl)-N-(4-(4-(4-(methylsulfonyl)piperazin-1-yl)-4-oxobutyl)-1-phenyl-1H-imidazol-2-yl)benzamide CN1N=CC(=C1)C=1C=C(C(=O)NC=2N(C=C(N2)CCCC(=O)N2CCN(CC2)S(=O)(=O)C)C2=CC=CC=C2)C=CC1